ON1[C@@H]2CC[C@H](N(C1=O)C2)C(=O)NNC(=O)C2=CC=C(CNC(OC(C)(C)C)=O)C=C2 tert-butyl {4-[(2-{[(2S,5R)-6-hydroxy-7-oxo-1,6-diazabicyclo[3.2.1]oct-2-yl]carbonyl}hydrazinyl)carbonyl]benzyl}carbamate